C(CCCCCCCCCCCCCCCCC)C(=C(C(=O)O)CCCCCCCCCCCCCCCCCC)CCCCCCCCCCCCCCCCC(=O)O distearyl-1,18-octadecenedicarboxylic acid